OC[C@H]([C@H](C)O)NC(OC(C)(C)C)=O tert-butyl ((2R,3S)-1,3-dihydroxybutan-2-yl)carbamate